C(=O)C=1C=C(C(=C(C(=O)O)C1)O)[N+](=O)[O-] 5-formyl-2-hydroxy-3-nitrobenzoic acid